butyl 4-(6-((5-fluoro-4-(8-fluoro-4-(1-hydroxyethyl)quinolin-6-yl)pyrimidin-2-yl)amino)pyridin-3-yl)piperidine-1-carboxylate FC=1C(=NC(=NC1)NC1=CC=C(C=N1)C1CCN(CC1)C(=O)OCCCC)C=1C=C2C(=CC=NC2=C(C1)F)C(C)O